CS(=O)(=O)C(C)(C)C1=NC=NC=2N3C(COCC3COC12)C 1-(1-methanesulfonyl-1-methyl-ethyl)-5-methyl-5,6,8a,9-tetrahydro-8H-7,10-dioxa-2,4,4b-triazaphenanthrene